(-)-4-(1-(2-(Thiophen-2-yl)phenoxy)ethyl)-1H-imidazole S1C(=CC=C1)C1=C(OC(C)C=2N=CNC2)C=CC=C1